C1(=CC=CC=C1)P(=CC#N)(C1=CC=CC=C1)C1=CC=CC=C1 2-(triphenyl-phosphanylidene)acetonitrile